3,5-dimethyl-4-hydroxybenzoic acid CC=1C=C(C(=O)O)C=C(C1O)C